diethyl 2-hydroxyazulene-1,3-dicarboxylate OC1=C(C2=CC=CC=CC2=C1C(=O)OCC)C(=O)OCC